1-(6-chloro-2-fluoro-3-pyridyl)-2-methoxy-ethanone ClC1=CC=C(C(=N1)F)C(COC)=O